FC1=C(C=C(C=N1)NC(O[C@@H](COC1=CC2=C(N=C(S2)C2=C3N=CC(=NC3=CC(=C2)C)OC)C(=C1F)Cl)C)=O)C (R)-1-((4-chloro-5-fluoro-2-(2-methoxy-7-methylquinoxalin-5-yl)benzo[d]thiazol-6-yl)oxy)propan-2-yl (6-fluoro-5-methylpyridin-3-yl)carbamate